C(CCCCCCC)OC(CC#N)OCCCCCCCC 3,3-bis(octyloxy)propanenitrile